ethyl 3-hydroxy-phenylpropionate OC=1C=C(C=CC1)C(C(=O)OCC)C